CC=1C=C(C=CC1C)C1CCC2(CN(C2)C(=O)C2CC(C2)(C)O)CC1 (7-(3,4-dimethylphenyl)-2-azaspiro[3.5]non-2-yl)((1s,3s)-3-hydroxy-3-methylcyclobutyl)methanone